N-(phenylsulfonyloxy)-1,8-naphthalimide C1=CC=C(C=C1)S(=O)(=O)ON2C(=O)C3=CC=CC4=C3C(=CC=C4)C2=O